1-[1-(2-hydroxyethyl)piperidin-4-yl]-3-(2-{3-[(4-methanesulfonyl-2-methoxyphenyl)amino]prop-1-yn-1-yl}-1-(2,2,2-trifluoroethyl)-1H-indol-4-yl)urea OCCN1CCC(CC1)NC(=O)NC1=C2C=C(N(C2=CC=C1)CC(F)(F)F)C#CCNC1=C(C=C(C=C1)S(=O)(=O)C)OC